C(C1=CC=CC=C1)(=O)N1C=2C3=C(N(C=C3CCC1)[C@H]1[C@H](O[Si](C)(C)C(C)(C)C)[C@H](OP(=O)O)[C@H](O1)CO)N=CN2 6-Benzoyl-2-{2-O-[tert-butyl(dimethyl)silyl]-3-O-[hydroxy(oxo)-λ5-phosphanyl]-β-D-ribofuranosyl}-6,7,8,9-tetrahydro-2H-2,3,5,6-tetraazabenzo[cd]azulene